NC1=NC(=NC=C1)N1C[C@H]([C@@](CC1)(O)C)O |r| rac-trans-1-(4-aminopyrimidin-2-yl)-4-methylpiperidine-3,4-diol